(S)-2-(2-(2-cyclopropylphenyl)pyrrolidin-1-yl)spiro[3.5]nonan-7-one C1(CC1)C1=C(C=CC=C1)[C@H]1N(CCC1)C1CC2(C1)CCC(CC2)=O